C(CCC)OC(CCC(C)(OOC(C)(C)C)OOC(C)(C)C)=O n-butyl-4,4-di-(tert-butyl peroxy)valerate